NC1=C(C=C2C(C(=CN(C2=C1OC)C1CC1)C(=O)O)=O)F 7-amino-1-cyclopropyl-6-fluoro-8-methoxy-4-oxo-1,4-dihydroquinoline-3-carboxylic acid